N-[(3R,4S)-1-{5-[3-(2,6-difluorophenyl)-5-methylpyrazin-2-yl]-5-(fluoromethyl)-4,5-dihydro-1,2-oxazol-3-yl}-4-fluoropyrrolidin-3-yl]methanesulfonamide FC1=C(C(=CC=C1)F)C=1C(=NC=C(N1)C)C1(CC(=NO1)N1C[C@H]([C@H](C1)F)NS(=O)(=O)C)CF